CS(=O)(C1=CC=C(C=C1)[N+](=O)[O-])=NC methyl-methylimino-(4-nitrophenyl)-oxo-lambda{6}-sulfane